5-[(4-{[(1S)-2-hydroxy-1-phenylethyl]amino}-5-[3-(pyridin-3-yl)-1,2,4-oxadiazol-5-yl]pyrimidin-2-yl)amino]-3,3-dimethyl-1,3-dihydro-2-benzofuran-1-one OC[C@H](C1=CC=CC=C1)NC1=NC(=NC=C1C1=NC(=NO1)C=1C=NC=CC1)NC1=CC2=C(C(OC2(C)C)=O)C=C1